C(C)(C)(C)OC(=O)N1C(=CC=2C=NC(=CC21)CO)C(OC)OC 2-(Dimethoxymethyl)-6-(hydroxymethyl)pyrrolo[3,2-c]pyridine-1-carboxylic acid tert-butyl ester